O1CCN(CC1)C1CCC(CC1)CN ((1R,4r)-4-morpholinocyclohexyl)methylamine